2-(5-((3-(4-methoxyphenyl)propyl)amino)-6-oxo-2-phenylpyrimidin-1(6H)-yl)acetic acid COC1=CC=C(C=C1)CCCNC1=CN=C(N(C1=O)CC(=O)O)C1=CC=CC=C1